C12CN(CC2C1)CCO[C@H](C)C1=CC=C(C=N1)C1=CC=2C3=C(N=NC2C=C1)N(C(N3C(C)C)=O)C 8-(6-((1R)-1-(2-(3-azabicyclo[3.1.0]hexan-3-yl)ethoxy)ethyl)pyridin-3-yl)-1-isopropyl-3-methyl-1H-imidazo[4,5-c]cinnolin-2(3H)-one